bromo-2-(difluoromethoxy)pyridine BrC=1C(=NC=CC1)OC(F)F